N-cyclopropyl-2-(difluoromethoxy)-4-[7-[2-(dimethylamino)ethoxy]imidazo[1,2-a]pyridin-3-yl]-6-methoxy-benzamide C1(CC1)NC(C1=C(C=C(C=C1OC)C1=CN=C2N1C=CC(=C2)OCCN(C)C)OC(F)F)=O